The molecule is a member of the class of xanthones that is 9H-xanthen-9-one substituted by hydroxy groups at positions 2, 3, 6 and 8, an isoprenyl group at position 1 and a 2-methylbut-3-en-2-yl group at position 5. It is isolated from the root barks of Cudrania tricuspidata and exhibits cytotoxicity towards human cancer cell lines. It has a role as a metabolite, an antineoplastic agent, an EC 1.14.99.1 (prostaglandin-endoperoxide synthase) inhibitor and an anti-inflammatory agent. It is a member of xanthones and a polyphenol. CC(=CCC1=C(C(=CC2=C1C(=O)C3=C(O2)C(=C(C=C3O)O)C(C)(C)C=C)O)O)C